O[C@@H](C1=CC=C(C(=O)N)C=C1)C1=CC=NC=C1 (S)-4-(hydroxy(pyridin-4-yl)methyl)benzamide